C(#N)C(CC1=NC=C(C=C1)C=1C=CC2=C(N(C(O2)=O)C)C1)NC(=O)[C@H]1OCCCNC1 (2S)-N-(1-cyano-2-(5-(3-methyl-2-oxo-2,3-dihydrobenzo[d]oxazol-5-yl)pyridin-2-yl)ethyl)-1,4-oxazepane-2-carboxamide